ClC1=CC(=C(C=N1)C(C)O)C 1-(6-chloro-4-methylpyridin-3-yl)ethanol